3-cyclopropyl-2-(3H-imidazo[4,5-c]pyridin-3-yl)-3H-imidazo[4,5-b]pyridine-5-carbonitrile C1(CC1)N1C(=NC=2C1=NC(=CC2)C#N)N2C=NC1=C2C=NC=C1